C(C1=CC=CC=C1)N(S(=O)(=O)C)C1=CC=C(CC23CCC(CC2)(N3C(=O)OC(C)(C)C)CO[Si](C)(C)C(C)(C)C)C=C1 tert-butyl 1-(4-(N-benzylmethylsulfonamido)-benzyl)-4-(((tert-butyldimethylsilyl)oxy)methyl)-7-azabicyclo[2.2.1]heptane-7-carboxylate